BrC=1C(=C(N(C1C(F)(F)F)COCC)C1=CC=C(C=C1)Cl)C#N 4-bromo-2-(4-chlorophenyl)-1-(ethoxymethyl)-5-(trifluoromethyl)-1H-pyrrole-3-carbonitrile